N-(1-(2-(difluoromethoxy)-5-fluorophenyl)ethyl)-N-methyl-3-(1H-pyrazol-4-yl)pyrazolo[1,5-a]pyrimidin-5-amine FC(OC1=C(C=C(C=C1)F)C(C)N(C1=NC=2N(C=C1)N=CC2C=2C=NNC2)C)F